6-bromo-8-((4-methoxybenzyl)amino)-3,4-dihydroisoquinolin-1(2H)-one BrC=1C=C2CCNC(C2=C(C1)NCC1=CC=C(C=C1)OC)=O